ClC1=C(C=C(C(=C1)Cl)OC(C)C)NC(=O)[C@H]1CC[C@H](O1)C(=O)O (2s,5r)-5-((2,4-dichloro-5-isopropoxyphenyl)carbamoyl)tetrahydrofuran-2-carboxylic acid